CC=1C=C(C=C(C1)C)C=1[CH-]C=CC1.[CH-]1C=CC=C1.[Fe+2] 2-[3,5-dimethylphenyl]ferrocene